NCCC1=CC=C(C=N1)C1=C(C=C(C#N)C=C1)OC1=NC(=NC(=C1)C1=CC=C(C=C1)F)C 4-[6-(2-aminoethyl)pyridin-3-yl]-3-[6-(4-fluorophenyl)-2-methylpyrimidin-4-yl]oxybenzonitrile